C1=NC=CC2=C1CC1=CN=CC=C12 cyclopenta[1,2-c:4,3-c']dipyridine